C=1(C(=CC=C2C(=CC=C(C12)C(=O)O)C(=O)O)C(=O)O)C(=O)O 1,2,5,8-naphthalenetetracarboxylic acid